tert-butyl 2-(diethoxymethyl)-6-[[(4-oxopyrido[1,2-a]pyrimidine-2-carbonyl)amino]methyl]pyrrolo[3,2-c]pyridine-1-carboxylate C(C)OC(C1=CC=2C=NC(=CC2N1C(=O)OC(C)(C)C)CNC(=O)C=1N=C2N(C(C1)=O)C=CC=C2)OCC